3-methyl-5-(4,4,5,5-tetramethyl-1,3,2-dioxaborolan-2-yl)indazole CC1=NNC2=CC=C(C=C12)B1OC(C(O1)(C)C)(C)C